(S)-N-(2-amino-1-(3-chloro-5-fluorophenyl)ethyl)-1-(5-methyl-2-((tetrahydro-2H-pyran-4-yl)amino)pyrimidin-4-yl)-1H-imidazole-4-carboxamide, L-mandelic acid salt C([C@@H](O)C1=CC=CC=C1)(=O)O.NC[C@H](C1=CC(=CC(=C1)F)Cl)NC(=O)C=1N=CN(C1)C1=NC(=NC=C1C)NC1CCOCC1